F[P-](F)(F)(F)(F)F.[Mn+2].C(C)N1CCCN2CCN(CCCN(CC1)CC2)CC.F[P-](F)(F)(F)(F)F 5,12-diethyl-1,5,8,12-tetraazabicyclo[6.6.2]hexadecane manganese (II) hexafluorophosphate